4-((4bS,5R,6S,7S,7aR)-6-((3,3-difluoropyrrolidin-1-yl)methyl)-4b,5-dihydroxy-4-methoxy-7-phenyl-4b,5,6,7-tetrahydro-7aH-cyclopenta[4,5]furo[2,3-c]pyridin-7a-yl)benzonitrile FC1(CN(CC1)C[C@@H]1[C@H]([C@]2([C@](C3=C(C=NC=C3OC)O2)([C@@H]1O)O)C1=CC=C(C#N)C=C1)C1=CC=CC=C1)F